N-[1-(5-{4-cyclopropyl-2-[(dimethylamino)methyl]phenyl}thiophen-2-yl)ethyl]-6,7-dimethoxy-2-methylquinazolin-4-amine C1(CC1)C1=CC(=C(C=C1)C1=CC=C(S1)C(C)NC1=NC(=NC2=CC(=C(C=C12)OC)OC)C)CN(C)C